FC(C1=CC=C(C=C1)/C=C/C(=O)NCC(=O)N1CC=2N(CC1)C=C(N2)C(=O)OCC)(F)F ethyl 7-[2-[[(E)-3-[4-(trifluoromethyl) phenyl] prop-2-enoyl] amino] acetyl]-6,8-dihydro-5H-imidazo[1,2-a]pyrazine-2-carboxylate